C(C)OC(=O)C=1N(C=CC1C1=CC=CC=C1)N amino-3-phenyl-1H-pyrrole-2-carboxylic acid ethyl ester